CN(C)CCCCCCCC N,N-Dimethyloctylamin